3-hydroxy-N-isopropyl-propionamide OCCC(=O)NC(C)C